3-isopropyl-1,5,7,8-tetrahydro-6H-pyrrolo[2,3-g]isoquinoline-6-carboxylic acid tert-butyl ester C(C)(C)(C)OC(=O)N1CC=2C=C3C(=CC2CC1)NC=C3C(C)C